COC1=CC=C(CN2N=NC(=C2OC2=CC=C(C=C2)C=2C=NC=NC2)C(=O)OCC)C=C1 ethyl 1-(4-methoxybenzyl)-5-(4-(pyrimidin-5-yl)phenoxy)-1H-1,2,3-triazole-4-carboxylate